dihexyl 2-(6-((3-acetamidopropyl)(8-(heptadecan-9-yloxy)-8-oxooctyl)amino)hexyl)malonate C(C)(=O)NCCCN(CCCCCCC(C(=O)OCCCCCC)C(=O)OCCCCCC)CCCCCCCC(=O)OC(CCCCCCCC)CCCCCCCC